C1(=CC(=CC=C1)O[C@@H](C(=O)OC)CC)C (R)-Methyl 2-(m-tolyloxy)butanoate